C1(CCCCC1)N[Si]1(O[SiH](O[SiH](O1)C)C)C 2-cyclohexylamino-2,4,6-trimethylcyclotrisiloxane